6-isopropyl-5-(8-methyl-[1,2,4]triazolo[1,5-a]pyridin-6-yl)-N-(oxetan-3-yl)-4H-pyrrolo[3,2-d]thiazol-2-carboxamide C(C)(C)C1=C(NC2=C1N=C(S2)C(=O)NC2COC2)C=2C=C(C=1N(C2)N=CN1)C